[Bi]=S.[Sb] antimony-bismuth sulfide